5-(5-{(1S)-1-[3-(methylsulfonyl)-5-(trifluoromethyl)benzamido]ethyl}-1H-1,2,4-triazol-1-yl)pyrazine-2-carboxylic acid CS(=O)(=O)C=1C=C(C(=O)N[C@@H](C)C2=NC=NN2C=2N=CC(=NC2)C(=O)O)C=C(C1)C(F)(F)F